9-chloro-7-(6-fluoro-1-benzofuran-3-yl)-2,3,4,5-tetrahydro-1,4-benzoxazepine ClC1=CC(=CC=2CNCCOC21)C2=COC1=C2C=CC(=C1)F